4-(difluoromethoxy)-1-((4-phenoxybutyryl)glycyl)pyrrolidine-2-carboxamide FC(OC1CC(N(C1)C(CNC(CCCOC1=CC=CC=C1)=O)=O)C(=O)N)F